2,2-dimethyltetrahydrofurano[3,4-d][1,3]Dioxolane CC1(OC2C(O1)COC2)C